3,5'-dioxodihydro-1'H,3'H-spiro[cyclobutane-1,2'-pyrrolizine]-7a'(5'H)-carboxylic acid ethyl ester C(C)OC(=O)C12CCC(N2CC2(C1)CC(C2)=O)=O